C(C1=CC=CC=C1)OC1C(COC1)N1N=C(C(=C1)[N+](=O)[O-])C1CC1 1-(4-(Benzyloxy)tetrahydrofuran-3-yl)-3-cyclopropyl-4-nitro-1H-pyrazole